OCCC1=C(C=CC(=C1)N)N 2-(β-hydroxyethyl)-para-phenylenediamine